ethyl 4-(1-methyl-3-(trifluoromethyl)-1H-1,2,4-triazol-5-yl)benzoate CN1N=C(N=C1C1=CC=C(C(=O)OCC)C=C1)C(F)(F)F